(S)-tert-butyl 4-(4-aminobenzoyl)-2-methylpiperazine-1-carboxylate NC1=CC=C(C(=O)N2C[C@@H](N(CC2)C(=O)OC(C)(C)C)C)C=C1